3-(2,4-difluorophenyl)-N-({1-[(2E)-3-phenylprop-2-en-1-yl]piperidin-4-yl}methyl)-1H-pyrazole-5-carboxamide hydrochloric acid salt Cl.FC1=C(C=CC(=C1)F)C1=NNC(=C1)C(=O)NCC1CCN(CC1)C\C=C\C1=CC=CC=C1